6-fluoro-4-[3-[(4-fluorophenyl)methyl]-7,8-dihydro-5H-1,6-naphthyridin-6-yl]quinazoline FC=1C=C2C(=NC=NC2=CC1)N1CC=2C=C(C=NC2CC1)CC1=CC=C(C=C1)F